CCCCCCCCCCCCCC(=O)OC[C@H](CO)O The molecule is a 1-acyl-sn-glycerol that is the S-enantiomer of 1-myristoyl glycerol. It is a 1-monomyristoylglycerol and a 1-acyl-sn-glycerol. It is an enantiomer of a 3-myristoyl-sn-glycerol.